[Si](C)(C)(C(C)(C)C)OCC1=CC=C(C=C1)CC(=O)OCCC1CCN(CC1)CCSSCCN1CCC(CC1)CCOC(CC1=CC=C(C=C1)CO[Si](C)(C)C(C)(C)C)=O ((disulfanediylbis(ethane-2,1-diyl))bis(piperidine-1,4-diyl))bis(ethane-2,1-diyl) bis(2-(4-(((tert-butyldimethylsilyl)oxy)methyl)phenyl)acetate)